N=1C[C@H](CCC1)N (3s)-2,3,4,5-tetrahydropyridin-3-amine